FC1=C(C=CC=C1C[C@@H]1N(CC2(CC2)[C@@H]1NS(=O)(=O)CC)C(=O)OC(C)(C)C)C1=CC(=CC=C1)F tert-butyl (6S,7S)-6-((2,3'-difluoro-[1,1'-biphenyl]-3-yl)methyl)-7-(ethylsulfonamido)-5-azaspiro[2.4]heptane-5-carboxylate